(S)-N-(3-(1-((6-(difluoromethyl)thieno[2,3-b]pyrazin-3-yl)amino)ethyl)-4-fluorophenyl)-6-(trifluoromethyl)nicotinamide FC(C1=CC=2C(=NC(=CN2)N[C@@H](C)C=2C=C(C=CC2F)NC(C2=CN=C(C=C2)C(F)(F)F)=O)S1)F